(E)-3-(furan-2-yl)-N-(3-(pyridin-2-yl)phenyl)acrylamide O1C(=CC=C1)/C=C/C(=O)NC1=CC(=CC=C1)C1=NC=CC=C1